ClC1=C(C=C(C=C1OC)OC)C1=CC2=C(N=C(N=C2)NC)N2C1=NN=C2CC2=CC=C(C=C2)NC(C=C)=O N-(4-((6-(2-chloro-3,5-dimethoxy-phenyl)-2-(methylamino)-[1,2,4]triazolo[4',3':1,6]pyrido[2,3-d]pyrimidin-9-yl)methyl)phenyl)acryl-amide